([2,2'-bipyridine]-4,4'-diyl)bis(hexane-1,6-diamine) N1=C(C=C(C=C1)C(CCCCCN)N)C1=NC=CC(=C1)C(CCCCCN)N